C(CCC)OC1=CC=C(C=C1)S(=O)(=O)C=1C=NC2=CC=C(C=C2C1N1CCC(CC1)N1CCN(CC1)C1=CC=C(C=C1)F)S(=O)C 3-((4-butoxyphenyl)sulfonyl)-4-(4-(4-(4-fluorophenyl)piperazin-1-yl)piperidin-1-yl)-6-(methylsulfinyl)quinoline